N-(1-(piperidin-4-yl)-1H-pyrazol-4-yl)-5-(pyrazin-2-yl)isoxazole-3-carboxamide N1CCC(CC1)N1N=CC(=C1)NC(=O)C1=NOC(=C1)C1=NC=CN=C1